N1(CCOCC1)C(=O)C=1C=C2C(=CC(=NC2=CC1)C=O)C1=NN(C=N1)COCC[Si](C)(C)C 6-(morpholine-4-carbonyl)-4-(N-((2-(trimethylsilyl)ethoxy)methyl)-1,2,4-triazol-3-yl)quinoline-2-carbaldehyde